BrC1=CC=C(C(=C1C=O)F)OC(F)(F)F 6-bromo-2-fluoro-3-(trifluoromethoxy)benzaldehyde